FC=1C=C(C=C(C1N1CCNCC1)F)C1C(NC(CC1)=O)=O 3-(3,5-difluoro-4-(piperazin-1-yl)phenyl)piperidine-2,6-dione